CN1C(=NC2=C(C1=O)C=NN2CC(F)(F)F)N2CCC1(CCN(C1)C=1C=NC(=NC1)C(F)(F)F)CC2 5-methyl-1-(2,2,2-trifluoroethyl)-6-(2-(2-(trifluoromethyl)pyrimidin-5-yl)-2,8-diazaspiro[4.5]decan-8-yl)-1,5-dihydro-4H-pyrazolo[3,4-d]pyrimidin-4-one